C(C)(=O)O[C@@H]1CC2=CC[C@H]3[C@@H]4CC[C@H]([C@@H](CCCC(C)C)C)[C@]4(CC[C@@H]3[C@]2(CC1)C)C cholesterol 3-acetate